C(C)(C)N1CCC(CC1)NC1=NC(=NC2=CC(=C(C=C12)OC)C#CCCN1CCCC1)N1CCCC1 N-(1-isopropylpiperidine-4-yl)-6-methoxy-2-(pyrrolidine-1-yl)-7-(4-(pyrrolidine-1-yl)but-1-yn-1-yl)quinazolin-4-amine